OCCOC1=CC=C(C=C1)[S+]1C=2C=CC=CC2SC2=CC=CC=C12 5-(4-(2-hydroxyethoxy)phenyl)thianthrenium